(2-((1-((dimethylamino)methyl)cyclopropyl)methoxy)-4-thiomorpholino-5,7-dihydro-6H-pyrrolo[3,4-d]pyrimidin-6-yl)(3-hydroxy-8-iodonaphthalen-1-yl)methanone CN(C)CC1(CC1)COC=1N=C(C2=C(N1)CN(C2)C(=O)C2=CC(=CC1=CC=CC(=C21)I)O)N2CCSCC2